2-(N-methyl-[1,1'-biphenyl]-4-carboxamido)-5-oxo-5H-thieno[3,2-b]pyran-6-carboxylic acid CN(C(=O)C1=CC=C(C=C1)C1=CC=CC=C1)C1=CC=2OC(C(=CC2S1)C(=O)O)=O